6-methoxy-1-methyl-2-oxo-1,2-dihydro-1,5-naphthyridine-3-carbonitrile COC=1N=C2C=C(C(N(C2=CC1)C)=O)C#N